FC(S(=O)(=O)OC1=CC(=C(C(=C1)O)[C@H]1[C@@H](CCC(=C1)C)C(=C([2H])[2H])C([2H])([2H])[2H])O)(F)F (1'R,2'R)-2,6-dihydroxy-5'-methyl-2'-(prop-1-en-2-yl-d5)-1',2',3',4'-tetrahydro-[1,1'-biphenyl]-4-yl trifluoromethanesulfonate